CC=1N=C(NC1)C1=CC=CC=C1 4-methyl-2-phenyl-1H-imidazole